2-(4-(6-((4-chloro-2-fluorobenzyl)oxy)-5-fluoropyridin-2-yl)-2,3,6-trifluorobenzyl)-4-fluoro-1-(2-methoxyethyl)-1H-benzo[d]imidazole-6-carboxylic acid ClC1=CC(=C(COC2=C(C=CC(=N2)C2=C(C(=C(CC3=NC4=C(N3CCOC)C=C(C=C4F)C(=O)O)C(=C2)F)F)F)F)C=C1)F